NC1(CC(C2(OCCO2)CC1)(C)C)CO (8-amino-6,6-dimethyl-1,4-dioxaspiro[4.5]decan-8-yl)methanol